C(=O)(O)C(C)(C)NC1=CC(=C(C(=O)O)C=C1)F 4-[(1-carboxyl-1-methylethyl)amino]-2-fluorobenzoic acid